OCC=1N=CC2=C(N1)N(C(CC2)=O)C=2C=NC(=CC2)N2CCOCC2 2-(hydroxymethyl)-8-(6-morpholino-3-pyridyl)-5,6-dihydropyrido[2,3-d]pyrimidin-7-one